Cl.O=C1N(CCC(N1)=O)C1=NN(C2=C(C(=CC=C12)N1CCC(CC1)(O)CC(=O)O)F)C 2-[1-[3-(2,4-dioxohexahydropyrimidin-1-yl)-7-fluoro-1-methyl-indazol-6-yl]-4-hydroxy-4-piperidyl]acetic acid hydrochloride